The molecule is an acyl-CoA oxoanion resulting from the removal of all four protons from the phosphate groups of 3-hydroxyisovaleryl-CoA. Major species at pH 7.3. It is a conjugate base of a 3-hydroxyisovaleryl-CoA. CC(C)(CC(=O)SCCNC(=O)CCNC(=O)[C@@H](C(C)(C)COP(=O)([O-])OP(=O)([O-])OC[C@@H]1[C@H]([C@H]([C@@H](O1)N2C=NC3=C(N=CN=C32)N)O)OP(=O)([O-])[O-])O)O